(2-{bis[2-(2-tert-butoxycarbonylamino-ethylcarbamoyl)-ethyl]-amino}-ethyl)-carbamic acid benzyl ester C(C1=CC=CC=C1)OC(NCCN(CCC(NCCNC(=O)OC(C)(C)C)=O)CCC(NCCNC(=O)OC(C)(C)C)=O)=O